4-(1-(2-chloro-4-(piperidin-2-yl)phenyl)-1H-imidazol-4-yl)-N-((3R,4S)-3-methyl-1-(methylsulfonyl)piperidin-4-yl)-5-(trifluoromethyl)pyrimidin-2-amine ClC1=C(C=CC(=C1)C1NCCCC1)N1C=NC(=C1)C1=NC(=NC=C1C(F)(F)F)N[C@@H]1[C@@H](CN(CC1)S(=O)(=O)C)C